COC=1C=C(C=CC1)C=1N=C(N2C1SC=C2)C2=CC=C(C(=O)O)C=C2 4-(7-(3-methoxyphenyl)imidazo[5,1-b]thiazol-5-yl)benzoic acid